C1(CCCCC1)NC1CCCCC1.C(#N)C(C(=O)O)=C 2-cyanoacrylic acid di-cyclohexyl-amine salt